N-((5,7-dimethylimidazo[1,2-a]pyridin-6-yl)methyl)-1-(4-((2-oxopyridin-1(2H)-yl)methyl)benzyl)-3-(trifluoromethyl)-1H-pyrazole-4-carboxamide CC1=C(C(=CC=2N1C=CN2)C)CNC(=O)C=2C(=NN(C2)CC2=CC=C(C=C2)CN2C(C=CC=C2)=O)C(F)(F)F